7-(2-hydroxy-4,6-dimethyl-phenyl)-N-methyl-2-[rel-(3R)-1-methyl-3-piperidyl]-1,8-naphthyridine-4-carboxamide OC1=C(C(=CC(=C1)C)C)C1=CC=C2C(=CC(=NC2=N1)[C@H]1CN(CCC1)C)C(=O)NC |o1:19|